BrC=1N=C(C(=NC1)N(C([O-])=O)C(=O)OC(C)(C)C)C#C N-(5-bromo-3-ethynylpyrazin-2-yl)-N-[(tert-butoxy)carbonyl]carbamate